S(C)(=O)(=O)O.C1(CCCCC1)P(C1=C(C(=CC=C1OC)OC)C1=C(C=C(C=C1C(C)C)C(C)C)C(C)C)C1CCCCC1 dicyclohexyl-[3,6-dimethoxy-2-(2,4,6-triisopropylphenyl)phenyl]phosphine mesylate